6-chloro-N-ethoxy-4-((2-methoxy-4-(1-methyl-1H-pyrazol-5-yl)phenyl)amino)nicotinamide ClC1=NC=C(C(=O)NOCC)C(=C1)NC1=C(C=C(C=C1)C1=CC=NN1C)OC